COC1=C(C(=CC2=C1C=1C=CC(C(=CC1[C@H](CC2)NC(C)=O)C(=O)N2CCOCC2)=O)OC)OC (S)-N-{1,2,3-trimethoxy-9-(morpholine-4-carbonyl)-10-oxo-5,6,7,10-tetrahydrobenzo[a]heptalen-7-yl}acetamide